FC=1C=C(C=C(C1)F)CNCC[C@]1(CCOC2(CCCC2)C1)C1=CC=C(C=C1)F [(3,5-difluorophenyl)methyl]({2-[(9R)-9-(4-fluorophenyl)-6-oxaspiro[4.5]decan-9-yl]ethyl})amine